C(C)(C)C1=NC(=NO1)C=1C=C2CC[C@@]3(NC(OC3)=O)C2=CC1 (R)-5-(5-Isopropyl-1,2,4-oxadiazol-3-yl)-2,3-dihydrospiro[inden-1,4'-oxazolidin]-2'-on